COC(C1C2=CC=CC=C2C=2C=CC=CC12)OC 9-dimethoxymethyl-fluorene